ClC1=C(C=CC2=C1C(=NCC=1N2C=C(N1)C(=O)OC)C1=NC=CC=C1F)Cl methyl 7,8-dichloro-6-(3-fluoro-2-pyridyl)-4H-imidazo[1,2-a][1,4]benzodiazepine-2-carboxylate